(R)-6-(2-(2'-(benzyloxy)-[1,1'-biphenyl]-3-yl)-2-hydroxyacetyl)-2-(1-phenylcyclopropyl)-5,6,7,8-tetrahydropyrido[4,3-d]pyrimidin-4(3H)-one C(C1=CC=CC=C1)OC1=C(C=CC=C1)C1=CC(=CC=C1)[C@H](C(=O)N1CC2=C(N=C(NC2=O)C2(CC2)C2=CC=CC=C2)CC1)O